ClC=1C(=NC(=NC1)NCC1=CC(=CC=C1)N1CCOCC1)NC(C1=C(C=CC=C1)F)(F)F 5-chloro-N2-[3-(4-morpholinyl)benzyl]-N4-(trifluorobenzyl)pyrimidine-2,4-diamine